FC(C(=O)O)(F)F.CN1C(N(C2=C1C=C(C=C2)CN2CCC(CC2)N(CC2CCC(CC2)N)C)C2C(NC(CC2)=O)=O)=O 3-[3-Methyl-5-({4-[methyl({[(1r,4r)-4-aminocyclohexyl]methyl})amino]piperidin-1-yl}methyl)-2-oxo-1,3-benzodiazol-1-yl]piperidine-2,6-dione trifluoroacetate